C(C)(C)(C)C1CCC(CC1)C(C(=O)O)=C.C(C=C)(=O)OC1CCC(CC1)C(C)(C)C 4-tert-butylcyclohexyl acrylate (4-tert-butylcyclohexyl acrylate)